(4-methyl-1-(4-methyl-6-((5-methyl-1H-pyrazol-3-yl)amino)pyrimidin-2-yl)piperidin-4-yl)carbamic acid tert-butyl ester C(C)(C)(C)OC(NC1(CCN(CC1)C1=NC(=CC(=N1)C)NC1=NNC(=C1)C)C)=O